C(C(=O)O)(=O)[O-].C(C(=O)O)(=O)O.C(C(=O)O)(=O)O.P(=O)(O)(O)O.[Na+] Sodium phosphate trioxalate